N,N-bis-tert-butoxycarbonyl-4-methyl-5-(1-isopropylpyrazol-4-yl)-1,3-thiazol-2-amine C(C)(C)(C)OC(=O)N(C=1SC(=C(N1)C)C=1C=NN(C1)C(C)C)C(=O)OC(C)(C)C